FC1=CC=C(C=N1)CC1CN(CCC1)C1=NN(N=C1)C1=CN=NC=C1 3-((6-Fluoropyridin-3-yl)methyl)-1-(2-(pyridazin-4-yl)-2H-1,2,3-triazol-4-yl)piperidin